3-(hydroxymethyl)-7,7-dimethyl-4-(5-methyl-1-(tetrahydro-2H-pyran-2-yl)-1H-indazol-4-yl)-7,8-dihydro-5H-pyrano[4,3-b]pyridin-2-ol OCC=1C(=C2C(=NC1O)CC(OC2)(C)C)C2=C1C=NN(C1=CC=C2C)C2OCCCC2